CC1(OCCC(C1)N1N=C(C=2C1=NC(=NC2)NC=2C(=CC=1N(C2)N=CN1)C)C)C 1-(2,2-dimethyltetrahydro-2H-pyran-4-yl)-3-methyl-N-(7-methyl-[1,2,4]triazolo[1,5-a]pyridin-6-yl)-1H-pyrazolo[3,4-d]pyrimidin-6-amine